CC1=NNC(=C1C1=CC=C(NC([C@H]([C@@H]2CCC3=CC=C(C=C23)C2=CC(=NC=C2)N2CCNCC2)NC(=O)C2(CC2)F)=O)C=C1)C N-[(1S)-2-[4-(3,5-dimethyl-1H-pyrazol-4-yl)anilino]-2-oxo-1-[(1R)-6-(2-piperazin-1-yl-4-pyridyl)indan-1-yl]ethyl]-1-fluoro-cyclopropanecarboxamide